[Si](C)(C)(C(C)(C)C)OCC1=NC(=CC=C1)COC1=C(C=CC=C1)F ((tert-butyldimethylsilyloxy)methyl)-6-((2-fluorophenoxy)methyl)pyridine